1-phenyl-propane-1-ol C1(=CC=CC=C1)C(CC)O